CN1C(CCC1)=O 1-Methyl-2-Pyrrolidon